N-(6-((3,5-Difluoropyridin-2-yl)amino)-1H-pyrazolo[3,4-b]pyridin-3-yl)-4-(1-methylpiperidin-4-yl)benzamid FC=1C(=NC=C(C1)F)NC1=CC=C2C(=N1)NN=C2NC(C2=CC=C(C=C2)C2CCN(CC2)C)=O